N2-(3-methyl-1,2,4-thiadiazol-5-yl)benzene-1,2-diamine CC1=NSC(=N1)NC=1C(=CC=CC1)N